F[C@@]1(C=2C=CC=NC2[C@H](CC1)O)C(=O)NCC1=C(C(=CC=C1Cl)Cl)Cl (5S,8S)-5-fluoro-8-hydroxy-N-(2,3,6-trichlorobenzyl)-5,6,7,8-tetrahydroquinoline-5-carboxamide